(3R,4R,5R)-3,4-bis(benzyloxy)-5-((benzyloxy)methyl)-2-(6-fluoro-2,4-dimethoxy-4a,8a-dihydroquinazolin-7-yl)oxolane-2-ol C(C1=CC=CC=C1)O[C@H]1C(O[C@@H]([C@H]1OCC1=CC=CC=C1)COCC1=CC=CC=C1)(O)C=1C(=CC2C(=NC(=NC2C1)OC)OC)F